(1S,2R)-1-((2R,3R,4S)-4-acetoxy-3-(2-acetoxyacetamido)-6-(methoxycarbonyl)-6-(2-(2-(prop-2-yn-1-yloxy)ethoxy)ethoxy)tetrahydro-2H-pyran-2-yl)propane-1,2,3-triyl triacetate C(C)(=O)O[C@H]([C@@H](COC(C)=O)OC(C)=O)[C@@H]1OC(C[C@@H]([C@H]1NC(COC(C)=O)=O)OC(C)=O)(OCCOCCOCC#C)C(=O)OC